C(C)OC(C(C)(C)OC1=C(C=C(C=C1C)CCN1CCN(CC1)CC1=CC=C(C=C1)SC)C)=O 2-(2,6-dimethyl-4-(2-(4-(4-(methylthio)benzyl)piperazin-1-yl)ethyl)phenoxy)-2-methylpropanoic acid ethyl ester